tert-Butyl 3-(4-((6-methyl-4-(trifluoromethyl)pyridazin-3-yl)oxy)-7-(thiazol-2-yl)benzo[d]oxazol-2-yl)-3,6-diazabicyclo[3.1.1]heptane-6-carboxylate CC1=CC(=C(N=N1)OC1=CC=C(C2=C1N=C(O2)N2CC1N(C(C2)C1)C(=O)OC(C)(C)C)C=1SC=CN1)C(F)(F)F